BrCCC(=O)OCCCCCCCCCCCCC tridecyl 3-bromopropionate